(1r,4r)-4-(6-((6-methoxy-2-methyl-1,2,3,4-tetrahydroisoquinolin-7-yl)amino)-1H-pyrazolo[3,4-d]pyrimidin-1-yl)-N,N-dimethylcyclohexane-1-carboxamide COC=1C=C2CCN(CC2=CC1NC1=NC=C2C(=N1)N(N=C2)C2CCC(CC2)C(=O)N(C)C)C